C1(CCC1)C=1C(=NN(C1NC(CC1(CC1)C(F)(F)F)=O)C)C(C1=CC=CC=C1)(F)F N-(4-cyclobutyl-3-(difluoro(phenyl)methyl)-1-methyl-1H-pyrazol-5-yl)-2-(1-(trifluoromethyl)cyclopropyl)acetamide